4-(4-(benzo[b]thiophen-4-yl)thiophen-2-yl)-4-oxobutanoic acid methyl ester COC(CCC(=O)C=1SC=C(C1)C1=CC=CC=2SC=CC21)=O